cumyl propionate C(CC)(=O)OC(C)(C)C1=CC=CC=C1